FC=CCOB(O)O fluoroallyl-boric acid